2,5-bis[(acryloyloxy)ethylthio]selenothiophene C(C=C)(=O)OCCS[Se]C=1SC(=CC1)[Se]SCCOC(C=C)=O